Caffeine (CaffeineCitrate) N1(CC(C(CC(=O)O)(O)C(=O)O)C(=O)O)C(=O)N(C)C=2N=CN(C)C2C1=O.N1(C)C(=O)N(C)C=2N=CN(C)C2C1=O